ClC1=CC2=C(N(C(C(N2C)=O)=O)C2CCN(CC2)C2=NC=C(C=N2)COC2CCOCC2)N=C1 7-chloro-1-methyl-4-(1-(5-(((tetrahydro-2H-pyran-4-yl)oxy)methyl)pyrimidin-2-yl)piperidin-4-yl)-1,4-dihydropyrido[2,3-b]pyrazine-2,3-dione